3-(sec-butyl)-4-(1-(2-hydroxypropyl)-1H-pyrazole-4-carbonyl)-1,3,4,5-tetrahydro-2H-benzo[1,4]diazepin-2-one C(C)(CC)C1C(NC2=C(CN1C(=O)C=1C=NN(C1)CC(C)O)C=CC=C2)=O